{2-chloro-6-[(2R)-2-methylpyrrolidin-1-yl]pyridin-4-yl}(piperidin-1-yl)methanone ClC1=NC(=CC(=C1)C(=O)N1CCCCC1)N1[C@@H](CCC1)C